1-cyclobutyl-N-[4-[2-[[4-(dimethylamino)-cyclohexyl]amino]-8-isopropyl-7-oxo-pteridin-6-yl]-2-fluoro-phenyl]methanesulfonamide C1(CCC1)CS(=O)(=O)NC1=C(C=C(C=C1)C1=NC=2C=NC(=NC2N(C1=O)C(C)C)NC1CCC(CC1)N(C)C)F